(5-methylthiophen-2-yl)lithium CC1=CC=C(S1)[Li]